tert-butyl 6-methyl-6,7-dihydro-4H-pyrazolo[1,5-a]pyrazine-5-carboxylate CC1N(CC=2N(C1)N=CC2)C(=O)OC(C)(C)C